C(C1=CC=CC=C1)OC[C@@H](N=C(C1=CC=CC=C1)C1=CC=CC=C1)[C@H]1[C@H](OC(O1)(C)C)C(=O)OC Methyl (4S,5S)-5-((R)-2-(benzyloxy)-1-((diphenylmethylene)amino)ethyl)-2,2-dimethyl-1,3-dioxolane-4-carboxylate